4,4-difluorocyclohexyn FC1(CC#CCC1)F